N[C@@H](C(=O)O)C1=CC=C(C=C1)O (2R)-2-amino-2-(4-hydroxyphenyl)acetic acid